5-bromo-6,8-difluoroquinazoline-2,4-diol BrC1=C2C(=NC(=NC2=C(C=C1F)F)O)O